ClC=1C(=CC(=C(C1)NC1=NC=NC2=CC(=C(C=C12)N)OCCN1CC(C1)OC)F)OCC1=CC(=CC=C1)F N4-(5-chloro-2-fluoro-4-((3-fluorobenzyl)oxy)phenyl)-7-(2-(3-methoxyazetidin-1-yl)ethoxy)quinazoline-4,6-diamine